CC1CCCC(C2CCC2CN2CC3(COC4=CC=C(C(NS(C1C)(=O)=O)=O)C=C24)CCCC2=CC=CC=C23)=O 11',12'-dimethyl-3,4-dihydro-2H,7'H,15'H-spiro[naphthalene-1,22'-[20]oxa[13]thia[1,14]diazatetracyclo[14.7.2.03,6.019,24]pentacosa[16,18,24]triene]-7',15'-dione 13',13'-dioxide